tert-butyl 4-(2-amino-4-((trans-4-hydroxycyclohexyl)amino)pyrimidin-5-yl)-5,6-dihydropyridine-1(2H)-carboxylate NC1=NC=C(C(=N1)N[C@@H]1CC[C@H](CC1)O)C1=CCN(CC1)C(=O)OC(C)(C)C